1-(Benzenofuran-2-yl)-1-phenylpent-4-en-1-ol O1C(=CC2=C1C=CC=C2)C(CCC=C)(O)C2=CC=CC=C2